C1=CC(=CC=C1N)N(CCCl)CCCl N,N-bis(2-chloroethyl)-p-phenylenediamine